NC1=CC(=C(C=C1)N1C(CCC1)=O)Cl 1-(4-amino-2-chlorophenyl)pyrrolidin-2-one